tert-butyl (trans-4-(methylamino)cyclohexyl)carbamate CN[C@@H]1CC[C@H](CC1)NC(OC(C)(C)C)=O